tert-butyl 4-(2-(benzyloxy)-1-hydroxyethyl)-4-(hydroxymethyl)piperidine-1-carboxylate C(C1=CC=CC=C1)OCC(O)C1(CCN(CC1)C(=O)OC(C)(C)C)CO